C(C)(C)(C)OC(=O)N1CC2(C1)CC(CC2)C2=CC(=CC(=C2)C(=C)C)F 6-(3-fluoro-5-(prop-1-en-2-yl)phenyl)-2-azaspiro[3.4]Octane-2-carboxylic acid tert-butyl ester